4,5,7-trifluoro-N-(4-methoxyphenethyl)-N-(prop-2-yn-1-yl)benzo[d]-thiazol-2-amine FC1=C(C=C(C2=C1N=C(S2)N(CC#C)CCC2=CC=C(C=C2)OC)F)F